2-amino-2-(2-oxo-1,2-dihydroquinolin-4-yl)acetonitrile NC(C#N)C1=CC(NC2=CC=CC=C12)=O